4,5-dichloro-2-tetrahydropyran-2-yl-pyridazin-3-one ClC=1C(N(N=CC1Cl)C1OCCCC1)=O